CC(ON[C@H](COCC1=CC=CC=C1)C(=O)N1CCC2(CC1)CN(C1=CC=CC=C12)S(=O)(=O)C)(NOOCC)C (4R,11S)-7,7-dimethyl-4-(1-(methylsulfonyl)spiro[indole-3,4'-piperidine]-1'-carbonyl)-6,9-dioxa-1-phenyl-2,10-dioxa-5,8-diazadodecane